NC=1SC2=C(C1C#N)C(=CC=C2F)C2=C(C=C1C=NC(=NC1=C2F)OC(C)[C@H]2N(CCC2)C)Cl 2-amino-4-[6-chloro-8-fluoro-2-[1-[(2S)-1-methylpyrrolidin-2-yl]ethoxy]quinazolin-7-yl]-7-fluoro-benzothiophene-3-carbonitrile